BrC=1C(OC2=CC(=C(C=C2C1)C(C)=O)O[Si](C(C)C)(C(C)C)C(C)C)(C)C 1-(3-bromo-2,2-dimethyl-7-((triisopropylsilyl)oxy)-2H-chromen-6-yl)ethan-1-one